NC=1C=C2C(N(C(=NC2=CC1)C)CCOC)=O 6-amino-3-(2-methoxyethyl)-2-methylquinazolin-4(3H)-one